NC1=C(C=C(C(=N1)F)C1=CC=C(O[C@H]2CN(CCC2)C(=O)OC(C)(C)C)C=C1)C=1C=C2CCNC(C2=CC1F)=O tert-butyl (R)-3-(4-(6-amino-2-fluoro-5-(7-fluoro-1-oxo-1,2,3,4-tetrahydroisoquinolin-6-yl)pyridin-3-yl)phenoxy)piperidine-1-carboxylate